C(C=C)(=O)OC[N+](C)(C)CCCO acryloyloxyhydroxypropyl-trimethylammonium